tert-butyl 4-((2R,3R)-1-(6-chloro-2-(difluoromethyl)-3-fluoropyridin-4-yl)-2-methylazetidin-3-yl)piperazine-1-carboxylate ClC1=CC(=C(C(=N1)C(F)F)F)N1[C@@H]([C@@H](C1)N1CCN(CC1)C(=O)OC(C)(C)C)C